C(C=C)N1N(C2=NC(=NC=C2C1=O)NC=1C=C2C=NN(C2=CC1)C(C)C)C1=NC(=NC=C1)OC1CCN(CC1)C(=O)OC(C)(C)C tert-butyl 4-((4-(2-allyl-6-((1-isopropyl-1H-indazol-5-yl)amino)-3-oxo-2,3-dihydro-1H-pyrazolo[3,4-d]pyrimidin-1-yl)pyrimidin-2-yl)oxy)piperidine-1-carboxylate